[Na].ClC=1C=2N(C=CC1S)N=CC2 4-Chloropyrazolo[1,5-a]pyridine-5-thiol sodium salt